methyl 6-((4-fluorophenyl)sulfonyl)-2-methoxy-5,6,7,8-tetrahydro-1,6-naphthyridine-3-carboxylate FC1=CC=C(C=C1)S(=O)(=O)N1CC=2C=C(C(=NC2CC1)OC)C(=O)OC